4-Pyrazol-1-yl-3-[2-(3-pyridyl)ethynyl]benzoic acid N1(N=CC=C1)C1=C(C=C(C(=O)O)C=C1)C#CC=1C=NC=CC1